(4-(2-chlorophenyl)thiazol-2-yl)-4-(tetrahydro-2H-pyran-4-yl)benzamide ClC1=C(C=CC=C1)C=1N=C(SC1)C1=C(C(=O)N)C=CC(=C1)C1CCOCC1